3-[(4S)-8-bromo-1-methyl-6-(2-pyridinyl)-4H-imidazo[1,2-a][1,4]benzodiazepin-4-yl]propionic methyl ester COC(CC[C@H]1C=2N(C3=C(C(=N1)C1=NC=CC=C1)C=C(C=C3)Br)C(=CN2)C)=O